CC1=CC=C(C=C1)S(=O)(=O)OCCCC(C)NC(=O)OC(C)(C)C 4-((tert-butoxycarbonyl)amino)pentyl 4-methylbenzenesulfonate